FC(C1=NN=C(S1)C1=NC=C2N1C=C(C=C2C2=CCN(CC2)C(=O)OC(C)(C)C)S(NC2(CC2)C)(=O)=O)F tert-butyl 4-(3-(5-(difluoromethyl)-1,3,4-thiadiazol-2-yl)-6-(N-(1-methylcyclopropyl)sulfamoyl)imidazo[1,5-a]pyridin-8-yl)-5,6-dihydropyridine-1(2H)-carboxylate